4,7-diisopropyloxy-octadec-3-en-1-oic acid C(C)(C)OC(=CCC(=O)O)CCC(CCCCCCCCCCC)OC(C)C